(S)-3'-bromo-4'-((tert-Butoxycarbonyl)amino)-4'H,6'H-spiro[piperidine-4,5'-pyrrolo[1,2-b]pyrazole]-1-carboxylic acid tert-butyl ester C(C)(C)(C)OC(=O)N1CCC2([C@@H](C=3N(N=CC3Br)C2)NC(=O)OC(C)(C)C)CC1